(R)-Cyclohexyl-phenylglycolic acid C1(CCCCC1)[C@@](C(=O)O)(O)C1=CC=CC=C1